ClC=1C=C(C=CC1F)NC[C@@H]1CC[C@H](CC1)C(F)(F)F (3-chloro-4-fluorophenyl)(trans-4-(trifluoromethyl)cyclohexyl)methylamine